(S)-4-(6-methoxy-5-(3-((6-methoxy-2-((S)-3-methyl-4-(methyl-sulfonamido)-4-oxobutanoyl)isoindolin-5-yl)oxy)propoxy)benzo[b]thiophen-2-yl)-2-methyl-N-(methyl-sulfonyl)-4-oxobutanamide COC=1C(=CC2=C(SC(=C2)C(C[C@@H](C(=O)NS(=O)(=O)C)C)=O)C1)OCCCOC=1C=C2CN(CC2=CC1OC)C(C[C@@H](C(=O)NS(=O)(=O)C)C)=O